5-cyclopropyl-N3-methyl-1-((2-methyl-1H-indol-4-yl)methyl)-2-oxo-1,2-dihydropyridine-3,5-dicarboxamide C1(CC1)C1(C=C(C(N(C1)CC1=C2C=C(NC2=CC=C1)C)=O)C(=O)NC)C(=O)N